5-cyclopentyloxy-bicyclo[2.2.1]hept-2-ene C1(CCCC1)OC1C2C=CC(C1)C2